triacrylate sulfonium [SH3+].C(C=C)(=O)[O-].C(C=C)(=O)[O-].C(C=C)(=O)[O-].[SH3+].[SH3+]